1-((3,4-dichlorophenyl)(piperidin-3-yl)methyl)piperidin-4-ol ClC=1C=C(C=CC1Cl)C(N1CCC(CC1)O)C1CNCCC1